(8-chloro-2-ethyl-2,3-dihydro-4H-1,4-benzoxazin-4-yl)[2-(1H-1,2,4-triazol-1-yl)-4-pyridinyl]-methanone ClC1=CC=CC=2N(CC(OC21)CC)C(=O)C2=CC(=NC=C2)N2N=CN=C2